(1R,5R)-1,4-diazabicyclo[3.2.1]octane dihydrochloride C1CN2CCN[C@H]1C2.Cl.Cl